2-amino-3-cyano-4-(2-methylphenyl)-7-(dimethylamino)-4H-benzopyran NC=1OC2=C(C(C1C#N)C1=C(C=CC=C1)C)C=CC(=C2)N(C)C